N(O)=C(CCCCCCCCCCC(=O)O)CCCCCC 12-oximinostearic acid